C(#N)C1=CC(=C(O[C@@H]2[C@@](CN(C2)S(=O)(=O)C2=C(C#N)C=C(C=C2)C(F)(F)F)(CO)O)C=C1)C(F)(F)F 2-(((3R,4S)-4-(4-cyano-2-(trifluoromethyl)phenoxy)-3-hydroxy-3-(hydroxymethyl)pyrrolidin-1-yl)sulfonyl)-5-(trifluoromethyl)benzonitrile